N-(4-(N,N-bis(4-methoxybenzyl)sulfamoyl)-1-(2,2-difluoroethyl)-1H-indazol-6-yl)-2-(2-chlorophenyl)acetamide COC1=CC=C(CN(S(=O)(=O)C2=C3C=NN(C3=CC(=C2)NC(CC2=C(C=CC=C2)Cl)=O)CC(F)F)CC2=CC=C(C=C2)OC)C=C1